BrC=1C(=C(C(=CC1)O)O)F 4-bromo-3-fluorobenzene-1,2-diol